CC1=C(N=NC2=C(C=CC=C12)C1CNCCC1)C1=CC=C(C=C1)C(F)(F)F 4-methyl-8-(piperidin-3-yl)-3-(4-(trifluoromethyl)phenyl)cinnoline